[Na].C(CC(=O)C)(=O)OC methyl acetoacetate sodium salt